C(CC)C1=C(C(=O)O)C=CC=C1.OC1=C(C(=O)OCCC)C=CC=C1 propyl hydroxybenzoate (propyl benzoate)